CN1C(CC(C2=CC=CC=C12)CCCCC)=O 1-methyl-4-pentyl-3,4-dihydroquinolin-2(1H)-one